[Cl-].C(C)[N+](CC)(CC=C)CC=C N,N-diethyldiallylammonium chloride